[Si](C)(C)(C(C)(C)C)O[C@@H]1CN=C(C1)C(=O)OC methyl (3S)-3-[(tert-butyldimethylsilyl)oxy]-3,4-dihydro-2H-pyrrole-5-carboxylate